2-Chloro-N-((1-((6-chloropyridin-3-yl)sulfonyl)piperidin-4-yl)methyl)acetamide ClCC(=O)NCC1CCN(CC1)S(=O)(=O)C=1C=NC(=CC1)Cl